5-(5-cyclopropyl-4H-1,2,4-triazol-3-yl)-4-fluoro-2-methylaniline C1(CC1)C=1NC(=NN1)C=1C(=CC(=C(N)C1)C)F